Methyl (S)-4-(1-(1-(3-(hydroxymethyl)benzyl)-6-(trifluoromethyl)-2,3-dihydro-1H-imidazo[1,2-b]pyrazole-7-carboxamido)ethyl)benzoate OCC=1C=C(CN2CCN3N=C(C(=C32)C(=O)N[C@@H](C)C3=CC=C(C(=O)OC)C=C3)C(F)(F)F)C=CC1